C1(=CC=CC=C1)S(=O)(=O)C1=CC=C(C=C1)C(CCC)=NO 1-(4-phenylsulfonylphenyl)-butan-1-one oxime